tert-butyl 3-(3-((4-chloro-6-fluorobenzo[d]thiazol-2-yl)carbamoyl)piperidin-1-yl)azetidine-1-carboxylate ClC1=CC(=CC2=C1N=C(S2)NC(=O)C2CN(CCC2)C2CN(C2)C(=O)OC(C)(C)C)F